cis-6-[[4-[[4-(trifluoromethyl)phenyl]methyl]pyrazolo[1,5-a]pyridine-3-carbonyl]amino]spiro[3.3]heptane-2-carboxylic acid FC(C1=CC=C(C=C1)CC=1C=2N(C=CC1)N=CC2C(=O)NC2CC1(CC(C1)C(=O)O)C2)(F)F